4-[6-(6-fluoro-4-pyrrolidin-1-yl-2-pyridyl)-5-methyl-7,8-dihydro-5H-pyrido[4,3-d]pyrimidin-2-yl]thiazole FC1=CC(=CC(=N1)N1C(C2=C(N=C(N=C2)C=2N=CSC2)CC1)C)N1CCCC1